N-(4-(2-(((1r,4r)-4-(dimethylamino)cyclohexyl)amino)-8-iso-propyl-7-oxo-7,8-dihydropyrido[2,3-d]-pyrimidin-6-yl)-2,3,6-trifluorophenyl)-1-phenylmethanesulfonamide CN(C1CCC(CC1)NC=1N=CC2=C(N1)N(C(C(=C2)C2=C(C(=C(C(=C2)F)NS(=O)(=O)CC2=CC=CC=C2)F)F)=O)C(C)C)C